BrCC(C#N)(C1=CC(=CC=C1)C(F)(F)F)C 3-bromo-2-methyl-2-[3-(trifluoromethyl)phenyl]propanenitrile